Methyl-(S,E)-(7-(dimethylamino)-1-((1-((7-(2-methylprop-1-en-1-yl)-1H-pyrrolo[3,2-b]pyridin-2-yl)methyl)-2-oxo-1,2-dihydropyridin-3-yl)amino)-1,7-dioxohept-5-en-2-yl)carbamat COC(N[C@H](C(=O)NC=1C(N(C=CC1)CC1=CC2=NC=CC(=C2N1)C=C(C)C)=O)CC\C=C\C(=O)N(C)C)=O